C1(CC1)C1=C(N=NN1)C(=O)O 5-cyclopropyl-1H-1,2,3-triazole-4-carboxylic acid